C1(=CC=CC=C1)C1CCC(CC1)C1=C(C(NC(N1)=O)=O)CC1=CC(=CC=C1)C(F)(F)F 6-((1r,4r)-4-phenylcyclohexyl)-5-(3-(trifluoromethyl)benzyl)pyrimidine-2,4(1H,3H)-dione